ClC1=CC(=C(N)C=C1)C 4-chloro-2-methylaniline